Methyl 6-amino-2'-chloro-2-(4-fluorophenyl)-6'-methyl-[3,4'-bipyridine]-5-carboxylate NC1=C(C=C(C(=N1)C1=CC=C(C=C1)F)C1=CC(=NC(=C1)C)Cl)C(=O)OC